C(CCCCC)C(CCCCCC)OCCO 2-[(1-n-hexylheptyl)oxy]ethanol